methyl (S)-2-((1E,3E)-4-(2-(dimethylamino) thiazol-5-yl) but-1,3-dien-1-yl)-4,5-dihydrothiazole-4-carboxylate CN(C=1SC(=CN1)/C=C/C=C/C=1SC[C@@H](N1)C(=O)OC)C